N-((1,2,3,5,6,7-hexahydro-s-indacen-4-yl)carbamoyl)-4,5,6,7-tetrahydropyrazolo[1,5-a]pyridine-3-sulfonamide C1CCC2=C(C=3CCCC3C=C12)NC(=O)NS(=O)(=O)C=1C=NN2C1CCCC2